CN(C(CC1=C(C=CC(=C1)[N+](=O)[O-])OC1=CC=CC=C1)=O)C N,N-dimethyl-2-(5-nitro-2-phenoxyphenyl)acetamide